5-(difluoromethyl)-6-fluoro-1H-indazol FC(C=1C=C2C=NNC2=CC1F)F